CC=1OC2=C(C1C(=O)N[C@@H]1CNCC1)C=C(C=C2)OCC2=NC(=CC=C2)C (S)-2-methyl-5-((6-methylpyridin-2-yl)methoxy)-N-(pyrrolidin-3-yl)benzofuran-3-carboxamide